2-(3'-chloro-[1,1'-biphenyl]-2-yl)-4,6-diphenylpyrimidine ClC=1C=C(C=CC1)C1=C(C=CC=C1)C1=NC(=CC(=N1)C1=CC=CC=C1)C1=CC=CC=C1